N-(2-chloro-6-fluorophenyl)-5-fluoro-4-[3-(hydroxymethyl)-5-oxo-4-propyl-4,5-dihydro-1H-1,2,4-triazol-1-yl]-2-{[(2S)-1,1,1-trifluoropropan-2-yl]oxy}benzamide ClC1=C(C(=CC=C1)F)NC(C1=C(C=C(C(=C1)F)N1N=C(N(C1=O)CCC)CO)O[C@H](C(F)(F)F)C)=O